6-(2,6-dichloro-3-methyl-phenyl)-2-methylsulfanyl-pyrido[4,3-d]pyrimidin-5-one ClC1=C(C(=CC=C1C)Cl)N1C(C2=C(N=C(N=C2)SC)C=C1)=O